C(C)N(CC)CC1=C(C=C2C=C(C(NC2=C1C)=O)CC1(N(CC1)C(=O)[O-])NC(NC1=CC=C(C=C1)OCC)=S)C [7-(diethylaminomethyl)-6,8-dimethyl-2-oxo-1H-quinolin-3-yl]methyl-[((4-ethoxyphenyl)carbamothioyl)amino]azetidine-1-carboxylate